3-[5-[4-(azetidin-3-yl)phenyl]-1,3,4-oxadiazol-2-yl]-5-(4-isopropylsulfonylphenyl)pyrazin-2-amine N1CC(C1)C1=CC=C(C=C1)C1=NN=C(O1)C=1C(=NC=C(N1)C1=CC=C(C=C1)S(=O)(=O)C(C)C)N